3-[({[(2R,3S,11bR)-9,10-dimethoxy-3-(2-methylpropyl)-1H,2H,3H,4H,6H,7H,11bH-pyrido[2,1-a]isoquinolin-2-yl]methoxy}carbonyl)amino]propanoic acid COC=1C=C2CCN3[C@@H](C2=CC1OC)C[C@H]([C@@H](C3)CC(C)C)COC(=O)NCCC(=O)O